C(C)C=1N=CN(C1)C=1C=C(C=C(C1)C(F)(F)F)NC(C1=CC(=C(C=C1)C)C#CC1=CN=C2N1N=CC=C2)=O N-(3-(4-ethyl-1H-imidazol-1-yl)-5-(trifluoromethyl)phenyl)-3-(imidazo[1,2-b]pyridazin-3-ylethynyl)-4-methylbenzamide